C[Si](C)(C)C(O)([Si](C)(C)C)[Si](C)(C)C tris(trimethylsilyl)methanol